ClC=1C=NC(=NC1)N1CCC(CC1)(F)CN1CCN(CC1)C=1C=C2C(N(C(C2=CC1)=O)C1C(NC(CC1)=O)=O)=O 5-chloro-2-[4-({4-[2-(2,6-dioxopiperidin-3-yl)-1,3-dioxo-2,3-dihydro-1H-isoindol-5-yl]piperazin-1-yl}methyl)-4-fluoropiperidin-1-yl]pyrimidin